C(C)(C)OC(N[C@@H]1CC[C@H](CC1)C=1SC(=CN1)C1=C(C=C(C=C1)C=1NC=CN1)S(NCC)(=O)=O)=O Trans-N-[4-[5-[2-(ethylsulfamoyl)-4-(1H-imidazol-2-yl)phenyl]thiazol-2-yl]cyclohexyl]carbamic acid isopropyl ester